methyl 3-(9-((4-(((tert-butoxycarbonyl)amino)methyl)phenyl)carbamoyl)-4,5-dihydrobenzo[b]thieno[2,3-d]oxepin-8-yl)-6-((4,4-difluorocyclohexyl)carbamoyl)picolinate C(C)(C)(C)OC(=O)NCC1=CC=C(C=C1)NC(=O)C1=CC2=C(OCCC3=C2SC=C3)C=C1C=1C(=NC(=CC1)C(NC1CCC(CC1)(F)F)=O)C(=O)OC